pyrrole-1-formamide N1(C=CC=C1)C(=O)N